N1C(NC2N=CN=C2C1=O)=O DIHYDRO-PURINE-2,6-DIONE